CC=1C=C2C=CC=C(C2=CC1)N 6-methyl-1-naphthylamine